C[C@H]1[C@@H]([C@H]([C@H]([C@@H](O1)O[C@@H]2[C@H](O[C@H]([C@@H]([C@H]2O)O)O[C@@](C)(CC/C=C(\\C)/CC/C=C(\\C)/CC/C=C(/C)\\CO[C@H]3[C@@H]([C@H]([C@@H]([C@H](O3)CO)O)O)O[C@H]4[C@@H]([C@H]([C@@H]([C@H](O4)CO)O)O)O)C=C)CO)O)O)O The molecule is an acyclic diterpene glycoside consisting of a 20-hydroxygeranyllinalool skeleton conjugated to two disaccharide units at C-3 and C-20. It has a role as a metabolite. It is a disaccharide derivative, a diterpene glycoside and a sophoroside.